8-bromophenanthrene BrC=1C=CC=C2C=3C=CC=CC3C=CC12